NC1=NC=C(C=C1CNC(OC(C)(C)C)=O)C1=C2CN(C(C2=CC=C1)=O)C1C(NC(CC1)=O)=O tert-butyl ((2-amino-5-(2-(2,6-dioxopiperidin-3-yl)-1-oxoisoindolin-4-yl)pyridin-3-yl)methyl)carbamate